1-(2-fluoro-6-methyl-benzoyl)piperidine-3-carboxylic acid ethyl ester C(C)OC(=O)C1CN(CCC1)C(C1=C(C=CC=C1C)F)=O